N-octadecyl-dimethylallylammonium chloride [Cl-].C(CCCCCCCCCCCCCCCCC)[NH2+]CC=C(C)C